ethyl (6bR,10aS)-3-(4-methoxybenzyl)-1-methyl-2-oxo-2,3,6b,9,10,10a-hexahydro-1H-pyrido-[3',4':4,5]pyrrolo[1,2,3-de]quinoxaline-8(7H)-carboxylate COC1=CC=C(CN2C(C(N3C=4C(=CC=CC24)[C@H]2[C@@H]3CCN(C2)C(=O)OCC)C)=O)C=C1